1-(benzo[d]thiazol-6-yl)ethan-1-ol S1C=NC2=C1C=C(C=C2)C(C)O